2-benzylcyclopentyl ((S)-4-methyl-1-oxo-1-(((S)-1-oxo-3-((S)-2-oxopyrrolidin-3-yl)propan-2-yl)amino)pentan-2-yl)carbamate CC(C[C@@H](C(N[C@H](C=O)C[C@H]1C(NCC1)=O)=O)NC(OC1C(CCC1)CC1=CC=CC=C1)=O)C